1-ethyl-3-methylimidazolium Trifluoro(trifluoromethyl)borate [B-](C(F)(F)F)(F)(F)F.CCN1C=C[N+](=C1)C